ClC1=NC(=NC(=N1)OC)OC chloro-4,6-dimethoxy-1,3,5-triazine